ETHYLCAPRYLAT C(C)OC(CCCCCCC)=O